N-(1-(4-chlorophenyl)-2-(4-methylpiperazin-1-yl)ethyl)-4-phenoxybenzenesulfonamide ClC1=CC=C(C=C1)C(CN1CCN(CC1)C)NS(=O)(=O)C1=CC=C(C=C1)OC1=CC=CC=C1